[H-].[Na+].BrC=1C=C(C=2N(C1)C=CN2)COC 6-bromo-8-(methoxymethyl)imidazo[1,2-a]pyridine Sodium hydride